BrCC=CC=C 5-bromo-1,3-pentadiene